ClC1=C(C=CC=C1Cl)N1C2CN(C(C1)CC2)CC=2C=C1CN(C(C1=CC2)=O)C2C(NC(CC2)=O)=O 3-(5-((5-(2,3-dichlorophenyl)-2,5-diazabicyclo[2.2.2]octan-2-yl)methyl)-1-oxoisoindolin-2-yl)piperidine-2,6-dione